(4-(trifluoromethyl)phenyl)Azole-4-carboxylic acid ethyl ester C(C)OC(=O)C=1C=C(NC1)C1=CC=C(C=C1)C(F)(F)F